3-(1-oxo-4-((2-((3-((4-(4-(quinoxalin-2-yl)-1H-pyrazol-1-yl)piperidin-1-yl)methyl)phenyl)amino)pyrimidin-4-yl)amino)isoindolin-2-yl)piperidine-2,6-dione O=C1N(CC2=C(C=CC=C12)NC1=NC(=NC=C1)NC1=CC(=CC=C1)CN1CCC(CC1)N1N=CC(=C1)C1=NC2=CC=CC=C2N=C1)C1C(NC(CC1)=O)=O